N1-(8-amino-6-(5-amino-4-methylpyridin-3-yl)-7-fluoroisoquinolin-3-yl)-N5-(2-(2-((2-(2,6-dioxopiperidin-3-yl)-1,3-dioxoisoindolin-4-yl)amino)ethoxy)ethyl)glutaramide NC=1C(=C(C=C2C=C(N=CC12)NC(CCCC(=O)NCCOCCNC1=C2C(N(C(C2=CC=C1)=O)C1C(NC(CC1)=O)=O)=O)=O)C=1C=NC=C(C1C)N)F